2-(4-(3-Chlorophenyl)cyclopent-1-en-1-yl)-4,4,5,5-tetramethyl-1,3,2-dioxaborolane ClC=1C=C(C=CC1)C1CC=C(C1)B1OC(C(O1)(C)C)(C)C